Water magnesium chloride [Cl-].[Mg+2].O.[Cl-]